OC[C@H](C[C@@H]1C(NC2(CC2)C1)=O)NC(OC(C)(C)C)=O |o1:4| tert-butyl ((S)-1-hydroxy-3-((S*)-5-oxo-4-azaspiro[2.4]heptan-6-yl)propan-2-yl)carbamate